CN1[C@@H](CCC1)[C@H](C)O (1S)-1-[(2S)-1-methylpyrrolidin-2-yl]ethanol